2-methyl-3-[(2E,6Z,10E,14E,18E,22E)-3,7,11,15,19,23,27-heptamethyloctacosa-2,6,10,14,18,22,26-heptaen-1-yl]naphthalene-1,4-dione CC=1C(C2=CC=CC=C2C(C1C\C=C(\CC\C=C(/CC\C=C(\CC\C=C(\CC\C=C(\CC\C=C(\CCC=C(C)C)/C)/C)/C)/C)\C)/C)=O)=O